2-methoxy-N-(2-((2-(4-methylpiperazin-1-yl)ethyl)carbamoyl)phenyl)benzamide COC1=C(C(=O)NC2=C(C=CC=C2)C(NCCN2CCN(CC2)C)=O)C=CC=C1